N-dodecyl-2,2-bis(2-propenyl)-4-pentylamine C(CCCCCCCCCCC)NC(CC(C)(CC=C)CC=C)C